ClC1=C(C=C(C=C1)C1=NN(C2=CC(=CC=C12)C(=O)O)CC(C)C)F 3-(4-chloro-3-fluorophenyl)-1-isobutyl-1H-indazole-6-carboxylic acid